FC1([C@@H](C1)C(=O)O)F (S)-2,2-difluorocyclopropane-1-carboxylic acid